C(OC(CC)CC(F)(F)F)([O-])=O trifluoroethylpropyl carbonate